C1(CC1)C1=NC=NC(=C1C1=NC2=C(N1C)C(=CC=C2)CC2=CC=C(C=C2)C=2N(C=C(N2)C(F)(F)F)C)OC (4-cyclopropyl-6-methoxypyrimidin-5-yl)-1-methyl-7-(4-(1-methyl-4-(trifluoromethyl)-1H-imidazol-2-yl)benzyl)-1H-benzo[d]imidazole